tert-butyl (R)-(2,2-difluoro-1-(4-(4-fluoro-1-methyl-1H-pyrazol-5-yl)phenyl)ethyl)carbamate FC([C@@H](C1=CC=C(C=C1)C1=C(C=NN1C)F)NC(OC(C)(C)C)=O)F